C(/C1=CC=CC=C1)=C\1/CC(OC(C1(C)C)C1=CC(=CC=C1)Cl)=O (E)-4-benzylidene-6-(3-chlorophenyl)-5,5-dimethyltetrahydro-2H-pyran-2-one